3,7-dimethyl-9-(2,6,6-trimethylcyclohex-1-en-1-yl)nona-2,4,6-trienal CC(=CC=O)C=CC=C(CCC1=C(CCCC1(C)C)C)C